C(OCCl)(O[C@H]1[C@@H](CC[C@H](C1)C)C(C)C)=O chloromethyl ((1R,2S,5R)-2-isopropyl-5-methylcyclohexyl) carbonate